1,5-anhydro-2,3-dideoxy-3-(((7-(3-fluoro-4-(methylcarbamoyl)benzyl)-4-methoxy-2,3-dihydro-1-benzofuran-5-yl)carbonyl)amino)-L-threo-pentitol FC=1C=C(CC2=CC(=C(C=3CCOC32)OC)C(=O)N[C@H]3CCOC[C@@H]3O)C=CC1C(NC)=O